ClCCCCC(C(C1CCCCC1)NS(=O)(=O)C1=CC=C(C=C1)C)C N-(6-chloro-1-cyclohexyl-2-methylhexyl)-4-methylbenzenesulfonamide